6,6'-(Naphthalen-2-ylmethylene)bis(2H-benzo[d][1,3]oxazine-2,4(1H)-dione) C1=C(C=CC2=CC=CC=C12)C(C1=CC2=C(NC(OC2=O)=O)C=C1)C1=CC2=C(NC(OC2=O)=O)C=C1